3-chloro-2-(5-fluoro-2-(((1S,3R,4S,5R)-4-hydroxy-6,8-dioxabicyclo[3.2.1]octan-3-yl)amino)pyrimidin-4-yl)-7-isopropyl-5-methylthieno[3,2-c]pyridin-4(5H)-one ClC1=C(SC2=C1C(N(C=C2C(C)C)C)=O)C2=NC(=NC=C2F)N[C@@H]2C[C@H]1CO[C@@H]([C@H]2O)O1